(1S,3aS,3bS,7S,9aR,9bS,11aS)-9a,11a-dimethyl-1-[(1S)-1-(pyridin-4-yloxy)ethyl]-1H,2H,3H,3aH,3bH,4H,6H,7H,8H,9H,9aH,9bH,10H,11H,11aH-cyclopenta[a]phenanthren-7-ol C[C@]12[C@H]3CC[C@]4([C@H]([C@@H]3CC=C2C[C@H](CC1)O)CC[C@@H]4[C@H](C)OC4=CC=NC=C4)C